1-(8-Fluoro-6-(5-fluoro-2-((5-(piperidin-4-yl)pyrimidin-2-yl)amino)pyrimidin-4-yl)quinolin-4-yl)ethanol FC=1C=C(C=C2C(=CC=NC12)C(C)O)C1=NC(=NC=C1F)NC1=NC=C(C=N1)C1CCNCC1